[N+](=O)([O-])[O-].[Lu+3].[N+](=O)([O-])[O-].[N+](=O)([O-])[O-] lutetium(III) nitrate